thiadiazole-2,5-dithiol disodium [Na].[Na].S1N(NC=C1S)S